O1CC(CC1)CC1=NC(=NC=C1)N 4-((tetrahydrofuran-3-yl)methyl)pyrimidin-2-amine